ClC=1N=C(C2=C(N1)C(=CS2)C=2CCN(CC2)C)N2[C@@H](COCC2)C (R)-4-(2-chloro-7-(1-methyl-1,2,3,6-tetrahydropyridin-4-yl)thieno[3,2-d]pyrimidine-4-yl)-3-methylmorpholine